3-(2,4-dichloro-methoxyphenyl)-2-sulfanylquinazoline-4(3H)-one ClC1=C(C=CC(=C1OC)Cl)N1C(=NC2=CC=CC=C2C1=O)S